N-(2,2-dimethylpropyl)-3-[(6-phenylpyridazin-3-yl)amino]benzamide CC(CNC(C1=CC(=CC=C1)NC=1N=NC(=CC1)C1=CC=CC=C1)=O)(C)C